CSCC[C@@H](CNC1=CC=C(C=C1)C(F)(F)F)CC1=NC=CC=C1 (S)-N-[4-methylthio-2-(pyridin-2-ylmethyl)butyl]-4-(trifluoromethyl)aniline